ClC=1C(=CC(=C(C1)S(=O)(=O)Cl)F)F 5-chloro-2,4-difluoro-benzenesulfonyl chloride